FC(F)(F)C=1N(C=CN1)COCC[Si](C)(C)C (trifluoromethyl)-1-{[2-(trimethylsilyl)ethoxy]methyl}imidazole